N(=C=O)CC(C)(C)[Si](OCC)(OCC)OCC 2-isocyanato-1,1-dimethylethyl-triethoxysilane